NC1=CC=C(C=C1)C1=CC=C(C=C1)C(=O)O 4-aminobiphenyl-4'-carboxylic acid